CC1=C(N=NC(=C1)N[C@H]1CN(CCC1)CC=C(C)C)C1=C(C=C(C=C1)C(F)(F)F)NS(=O)(=O)C (R)-N-(2-(4-Methyl-6-((1-(3-methylbut-2-en-1-yl)piperidin-3-yl)amino)pyridazin-3-yl)-5-(trifluoromethyl)phenyl)methanesulfonamide